1-Allyl-3-methylimidazole bromide [Br-].C(C=C)N1CN(C=C1)C